3-(7-azabicyclo[2.2.1]heptan-7-yl)-4-((N,N-dimethylsulfamoyl)carbamoyl)-2-fluorobenzoic acid C12CCC(CC1)N2C=2C(=C(C(=O)O)C=CC2C(NS(N(C)C)(=O)=O)=O)F